3-(4-((R)-2,4-Dimethylpiperazin-1-yl)-7-(1H-pyrazol-3-yl)imidazo[1,5-b]Pyridazin-2-yl)-8-oxa-3-Azabicyclo[3.2.1]octane formate C(=O)O.C[C@H]1N(CCN(C1)C)C=1C=2N(N=C(C1)N1CC3CCC(C1)O3)C(=NC2)C2=NNC=C2